3-difluoromethyl-1-methyl-1H-pyridine FC(C=1CN(C=CC1)C)F